N-(4-(1-((5-(5-(difluoromethyl)-1,3,4-oxadiazol-2-yl)pyridin-2-yl)methyl)-1H-1,2,3-triazol-4-yl)phenyl)-4,5-dihydro-1H-imidazol-2-amine FC(C1=NN=C(O1)C=1C=CC(=NC1)CN1N=NC(=C1)C1=CC=C(C=C1)NC=1NCCN1)F